cesium formamidium lead iodide [Pb](I)I.C(=O)[NH3+].[Cs+]